4-amino-N-((5-chloropyridin-2-yl)methyl)-2-oxabicyclo[2.2.2]octane-1-carboxamide NC12COC(CC1)(CC2)C(=O)NCC2=NC=C(C=C2)Cl